S1C=CC2=C1C=CC(=C2)CNS(=O)(=O)C N-(benzothien-5-ylmethyl)methanesulfonamide